1-(5-(trifluoromethyl)pyrazin-2-yl)cyclobutan-1-ol FC(C=1N=CC(=NC1)C1(CCC1)O)(F)F